ClC1=C(C=C(C=C1)C#N)C=1NC2=CC(=C(C=C2C(C1)=O)C#N)C(F)(F)F 2-(2-chloro-5-cyanophenyl)-4-oxo-7-(trifluoromethyl)-1,4-dihydroquinoline-6-carbonitrile